C1(C=2C(C(N1CC(=O)N)=O)=CC=CC2)=O (phthalimido)acetamide